C(CCC)C1N(S(C2=C(N(C1)C1=CC=CC=C1)C=C(C(=C2)OCC2CC2)SCC)(=O)=O)C 1-(((3-Butyl-7-(ethylthio)-2-methyl-1,1-dioxido-5-phenyl-2,3,4,5-tetrahydro-1,2,5-benzothiadiazepin-8-yl)oxy)methyl)cyclopropan